potassium N-lauroyl-N-methyl-β-alanine C(CCCCCCCCCCC)(=O)N(CCC(=O)O)C.[K]